[Ca].C(C)(C)(C)C=1C=C(CCCP(O)(O)=O)C=C(C1O)C(C)(C)C (3,5-di-t-butyl-4-hydroxybenzyl-monoethyl-phosphonic acid) calcium